3-(4-((5-morpholinopentyl)thio)-1-oxoisoindolin-2-yl)piperidine-2,6-dione O1CCN(CC1)CCCCCSC1=C2CN(C(C2=CC=C1)=O)C1C(NC(CC1)=O)=O